C(C)(C)(C)OC(=O)N1CC2=CC=C(C(=C2C1)Cl)OC 4-chloro-5-methoxyisoindoline-2-carboxylic acid tert-butyl ester